C(C)(C)(C)C1N2C(C3=CC(=C(C=C3C1)C1=CN=C(S1)N1CC(C1)(F)F)OC)=CC(C(=C2)C(=O)O)=O 6-tert-butyl-9-[2-(3,3-difluoroazetidin-1-yl)thiazol-5-yl]-10-methoxy-2-oxo-6,7-dihydro-2H-pyrido[2,1-a]isoquinoline-3-carboxylic Acid